C(C)(C)(C)OC(=O)N1CC(C(CC1)CN1CCN(CC1)C=1C(=CC=C2C(=NN(C12)C)C=1C(=NC(=CC1)OCC1=CC=CC=C1)OCC1=CC=CC=C1)F)C tert-butyl-4-[[4-[3-(2,6-dibenzyloxy-3-pyridyl)-6-fluoro-1-methyl-indazol-7-yl]piperazin-1-yl]methyl]-3-methyl-piperidine-1-carboxylate